(R)-6-(3-(4-chloro-2-fluorophenyl)isoxazolidin-2-yl)-N-(3-methoxy-4-(4-(4-methylpiperazin-1-yl)piperidin-1-yl)phenyl)pyrimidin-4-amine ClC1=CC(=C(C=C1)[C@@H]1N(OCC1)C1=CC(=NC=N1)NC1=CC(=C(C=C1)N1CCC(CC1)N1CCN(CC1)C)OC)F